N-[4-[4-[(1R,5S)-3-azabicyclo[3.1.0]hexane-6-carbonyl]piperazine-1-carbonyl]-3-chloro-phenyl]-5-[2,3-difluoro-4-(fluoromethoxy)phenyl]-1-methyl-imidazole-2-carboxamide formate C(=O)O.[C@H]12CNC[C@@H]2C1C(=O)N1CCN(CC1)C(=O)C1=C(C=C(C=C1)NC(=O)C=1N(C(=CN1)C1=C(C(=C(C=C1)OCF)F)F)C)Cl